N-[5-(4-cyano-3-fluorophenyl)-[1,2,4]triazolo[1,5-a]pyridin-7-yl]oxetan-3-carboxamide C(#N)C1=C(C=C(C=C1)C1=CC(=CC=2N1N=CN2)NC(=O)C2COC2)F